C(CCCCCCCCCCCCCCC(C)C)(=O)OCCC propyl isostearate